4-valerolactone C1(CCC(C)O1)=O